C(C)OC(CN1C(N(C2=C1C=CC=C2)C(=O)OC(C)(C)C)=O)=O tert-butyl 3-(2-ethoxy-2-oxo-ethyl)-2-oxobenzimidazole-1-carboxylate